2-methyl-2,4-pentanediol tert-butyl-(3R)-3-[8-(hydroxymethyl)-6-(2-methoxy-4,6-dimethyl-phenyl)pyrido[2,3-b]pyrazin-3-yl]piperidine-1-carboxylate C(C)(C)(C)C1N(CCC[C@H]1C1=CN=C2C(=N1)N=C(C=C2CO)C2=C(C=C(C=C2C)C)OC)C(=O)O.CC(C)(CC(C)O)O